(R)-1-(4,7-difluoro-3-methylbenzofuran-2-yl)-2,2,2-trifluoroethan-1-amine FC1=CC=C(C2=C1C(=C(O2)[C@H](C(F)(F)F)N)C)F